1-amino-3-(ethoxycarbonyl)pyridin-1-ium 2,4-dinitrophenolate [N+](=O)([O-])C1=C(C=CC(=C1)[N+](=O)[O-])[O-].N[N+]1=CC(=CC=C1)C(=O)OCC